1-methylpiperidin-4-yl (3-((5-chlorobenzo[d]thiazol-2-yl)methoxy)-2,6-difluorobenzoyl)carbamate ClC=1C=CC2=C(N=C(S2)COC=2C(=C(C(=O)NC(OC3CCN(CC3)C)=O)C(=CC2)F)F)C1